C(C1=CC=CC=C1)OCCOCCOCCOCCOCC(COCCCCCCCC(=O)OCC(CCCCCC)CCCC)OCCCCCCCC(=O)OCC(CCCCCC)CCCC 2-butyloctyl 8-[3-[2-[2-[2-(2-benzyloxyethoxy)ethoxy]ethoxy]ethoxy]-2-[8-(2-butyloctoxy)-8-oxo-octoxy]propoxy]octanoate